N1=C2C(=CC(=C1)C(=O)N1[C@H](C=3C(CC1)=C(N(N3)C)C3=CC(=C(C(=C3)F)F)F)C)COCC2 7,8-dihydro-5H-pyrano[4,3-b]pyridin-3-yl-[(7S)-2,7-dimethyl-3-(3,4,5-trifluorophenyl)-5,7-dihydro-4H-pyrazolo[3,4-c]pyridin-6-yl]methanone